2-(6-chlorohexyloxy)tetrahydro-2H-pyran ClCCCCCCOC1OCCCC1